1,2,3-trimethoxy-5-methyl-benzene COC1=C(C(=CC(=C1)C)OC)OC